O=C([C@H](O)[C@@H](O)[C@H](O)[C@H](O)CO)[O-].[Na+] Natrium D-gluconat